2,5-diiodo-1,4-benzenedicarboxaldehyde IC1=C(C=C(C(=C1)C=O)I)C=O